N1=CC=C2N1C=CC=C2C2=CC=C1NC=C3N(C1=C2)CN=N3 8-pyrazolo[1,5-a]pyridin-4-yl-5H-[1,2,4]triazolo[4,3-a]quinoxaline